Dimethyl-vinyl-benzene CC=1C(=C(C=CC1)C=C)C